C[Sn](C1=CC=C2C(=N1)C=NN2C)(C)C Trimethyl-(1-methylpyrazolo[4,3-b]pyridin-5-yl)stannane